FC1=C(C=CC(=C1)C)C=1CCSC2=C(C1C1=CC=C(C=C1)O[C@@H]1CN(CC1)CCCF)C=C(C=C2)O 4-(2-fluoro-4-methyl-phenyl)-5-[4-[(3S)-1-(3-fluoropropyl)pyrrolidin-3-yl]oxyphenyl]-2,3-dihydro-1-benzothiepin-7-ol